CC(COCCOCCOCCNC(C)=O)COCC(=O)O 14-methyl-2-oxo-6,9,12,16-tetraoxa-3-azaoctadecane-18-oic acid